N-((1S)-2-((6-(3,5-dimethyl-1H-pyrazol-4-yl)pyridin-3-yl)amino)-1-(4-methylcyclohexyl)-2-oxoethyl)-1-(prop-2-yn-1-yl)-1H-pyrazole-5-carboxamide CC1=NNC(=C1C1=CC=C(C=N1)NC([C@H](C1CCC(CC1)C)NC(=O)C1=CC=NN1CC#C)=O)C